CN(C1=CC=C(C=C1)N1C(N=NC1=O)=O)C (4-[4-dimethylaminophenyl])-1,2,4-triazoline-3,5-dione